C1(CC1)CCC(N1C(CCCC1)=O)C=1C=CC(=C(C1)NC(=O)C1N(CC(C1)OC)C(=O)OC)F methyl 2-(5-((+)-3-cyclopropyl-1-(2-oxopiperidin-1-yl) propyl)-2-fluorophenylcarbamoyl)-4-methoxypyrrolidine-1-carboxylate